OC1C(OCC1C1=C(C=CC=C1)OC)=O (+)-3-Hydroxy-4-(ortho-methoxyphenyl)dihydrofuran-2(3H)-one